(6-amino-4-bromo-2,2-difluorobenzo[d][1,3]dioxol-5-yl)(2-chloro-5-fluorophenyl)methanone NC=1C(=C(C2=C(OC(O2)(F)F)C1)Br)C(=O)C1=C(C=CC(=C1)F)Cl